C(C=C)(=O)OC(CCCCCCCC)=O pelargonyl acrylate